2-[3-({1-[(tert-butoxy)carbonyl]azetidin-3-yl}oxy)-4-{2-[(2,3-dihydro-1H-inden-2-yl)amino]pyrimidin-5-yl}-1H-pyrazol-1-yl]acetic acid C(C)(C)(C)OC(=O)N1CC(C1)OC1=NN(C=C1C=1C=NC(=NC1)NC1CC2=CC=CC=C2C1)CC(=O)O